N1=CN=C(C=C1)C(=O)NN pyrimidine-4-hydrazide